C1CC12CCN(CC2)C(C(C)NC(=O)C2=NOC(=N2)C2=C(C(=CC=C2)F)F)=O N-[1-(6-azaspiro[2.5]octan-6-yl)-1-oxopropan-2-yl]-5-(2,3-difluorophenyl)-1,2,4-oxadiazole-3-carboxamide